ClC1=CC=C2C(=N1)CN(C2=O)CCNC(C=C)=O N-(2-(2-chloro-5-oxo-5,7-dihydro-6H-pyrrolo[3,4-b]pyridin-6-yl)ethyl)propenamide